6-acetyl-1-(2-((2-(3-chloro-2-fluorophenylmethylamino)-2-oxoethyl)-(cyclopropyl)amino)-2-oxoethyl)-1H-indazole-3-carboxamide C(C)(=O)C1=CC=C2C(=NN(C2=C1)CC(=O)N(C1CC1)CC(=O)NCC1=C(C(=CC=C1)Cl)F)C(=O)N